1-octylnonyl 8-[benzyl-[8-(1-octylnonoxy)-8-oxo-octyl]amino]octanoate C(C1=CC=CC=C1)N(CCCCCCCC(=O)OC(CCCCCCCC)CCCCCCCC)CCCCCCCC(=O)OC(CCCCCCCC)CCCCCCCC